((3aR,6aS)-5-(4,6-Dimethylpyrimidin-2-yl)hexahydropyrrolo[3,4-c]pyrrol-2(1H)-yl)(2-fluoro-6-(2H-1,2,3-triazol-2-yl)phenyl)methanon CC1=NC(=NC(=C1)C)N1C[C@@H]2[C@H](C1)CN(C2)C(=O)C2=C(C=CC=C2N2N=CC=N2)F